pyrimidon N1C(N=CC=C1)=O